C(C)N(CC)CCCNCCCN(CC)CC bis[3-(N,N-diethylamino)propyl]amin